2,5-dioxopyrrolidin-1-yl 6-{2-azatricyclo[10.4.0.04,9]hexadeca-4,6,8,12,14,16-hexaen-10-yn-2-yl}-6-oxohexanoate C=12N(CC3=CC=CC=C3C#CC2=CC=CC1)C(CCCCC(=O)ON1C(CCC1=O)=O)=O